(3R)-1-(6-chloro-2,8-difluoro-7-(7-fluoro-8-((triisopropylsilyl)ethynyl)-3-((triisopropylsilyl)oxy)naphthalen-1-yl)quinazolin-4-yl)-3-methylpiperidin-3-ol ClC=1C=C2C(=NC(=NC2=C(C1C1=CC(=CC2=CC=C(C(=C12)C#C[Si](C(C)C)(C(C)C)C(C)C)F)O[Si](C(C)C)(C(C)C)C(C)C)F)F)N1C[C@@](CCC1)(O)C